FC1=CC=CC2=C1N=C(S2)[C@H]2N(CCC1=C2N=CN1)C(=O)C=1C=NN2C1C=CC(=C2)C(C)(C)O (S)-(4-(4-fluorobenzo[d]thiazol-2-yl)-6,7-dihydro-1H-imidazo[4,5-c]pyridin-5(4H)-yl)(6-(2-hydroxypropan-2-yl)pyrazolo[1,5-a]pyridin-3-yl)methanone